C(C=C)(=O)OCCNC(=O)OC1=C(C2=CC=CC=C2C=C1)C1=C(C=CC2=CC=CC=C12)OC(NC1=C(C=CC=C1)SC)=O 2-[({[2'-({[2-(Methylsulfanyl)phenyl]carbamoyl}oxy)-1,1'-binaphthyl-2-yl]oxy}carbonyl)amino]ethyl acrylate